The molecule is a 2-lysophosphatidic acid. It has a role as a mitogen and a human metabolite. It derives from an octadec-9-enoic acid. CCCCCCCC/C=C/CCCCCCCC(=O)OCC(COP(=O)(O)O)O